ClC=1C=CC(=C(C1)C1=NN(C=C1NC(=O)C=1C=NN2C1N=CC=C2)CC(=O)NC2C(CCC2)O)OC N-(3-(5-chloro-2-methoxyphenyl)-1-(2-(2-hydroxycyclopentylamino)-2-oxoethyl)-1H-pyrazol-4-yl)pyrazolo[1,5-a]pyrimidine-3-carboxamide